1-(2-(4-(2-(3,4-dimethoxyphenyl)-3-(2,2,2-trifluoroethyl)-1H-indol-5-yl)piperidin-1-yl)-2-oxoethyl)-N,N-diethylpiperidine-3-carboxamide COC=1C=C(C=CC1OC)C=1NC2=CC=C(C=C2C1CC(F)(F)F)C1CCN(CC1)C(CN1CC(CCC1)C(=O)N(CC)CC)=O